FC=1C=2N(C=C(C1)C1=CNC=3N=C(N=CC31)NCC3(CC3)C)C(=CN2)CO (8-fluoro-6-(2-(((1-methylcyclopropyl)methyl)amino)-7H-pyrrolo[2,3-d]pyrimidin-5-yl)imidazo[1,2-a]pyridin-3-yl)methanol